sodium bisfluoro-sulfimide FS(=N)F.[Na]